5-methyl-4-(1-methyl-1H-pyrazol-3-yl)pyridin-2-amine CC=1C(=CC(=NC1)N)C1=NN(C=C1)C